6,9-Imino Ether N=O